2-ethylhexyl-phosphonic acid mono(2-ethylhexyl) ester C(C)C(COP(O)(=O)CC(CCCC)CC)CCCC